4-(6-chloro-8-fluoro-2-(((R)-1-methylazetidin-2-yl)methoxy)-4-(piperazin-1-yl)quinazolin-7-yl)benzo[d]thiazol-2-amine ClC=1C=C2C(=NC(=NC2=C(C1C1=CC=CC2=C1N=C(S2)N)F)OC[C@@H]2N(CC2)C)N2CCNCC2